C(#N)C1=C(C=CC(=C1)C)S(=O)(=O)N1C[C@@H]([C@@](C1)(CO)O)OC1=CC(=C(C#N)C=C1)F 4-(((3S,4R)-1-((2-cyano-4-methylphenyl)sulfonyl)-4-hydroxy-4-(hydroxymethyl)pyrrolidine-3-yl)oxy)-2-fluorobenzonitrile